7-bromo-N-(4-(chlorodifluoromethoxy)phenyl)-1-isopropyl-2-(morpholine-4-carbonyl)indoline-5-carboxamide BrC=1C=C(C=C2CC(N(C12)C(C)C)C(=O)N1CCOCC1)C(=O)NC1=CC=C(C=C1)OC(F)(F)Cl